CC1=NC=CC(=C1)N1N=C2C(NC=CC2=O)=N1 2-(2-methylpyridin-4-yl)-7-oxo-2H,4H,7H-[1,2,3]triazolo[4,5-b]pyridin